benzyl 3-(6-methoxy-3-pyridyl)azetidine-1-carboxylate COC1=CC=C(C=N1)C1CN(C1)C(=O)OCC1=CC=CC=C1